1-vinyl-3-ethylimidazolium glycinate NCC(=O)[O-].C(=C)N1C=[N+](C=C1)CC